C(=O)C1=C(C=CC=C1)B(O)O 2-formyl-phenylboronic acid